FC(C(=O)O)(F)F.N1C(=CC=2C=NC=CC21)CNC(CN2C(C(=NC=C2C2=CC=CC=C2)NCC(=O)O)=O)=O (4-(2-(((1H-PYRROLO[3,2-C]PYRIDIN-2-YL)METHYL)AMINO)-2-OXOETHYL)-3-OXO-5-PHENYL-3,4-DIHYDROPYRAZIN-2-YL)GLYCINE TRIFLUOROACETATE